CC(C(=O)NC1=CC=CC=2C1CCC1CCC(NC21)CC(=O)[O-])(C=C)C 7-(2,2-dimethyl-3-butenamido)-octahydrobenzoquinolineacetate